FC1=C(N=CC2=C1N=C(N=C2N2CC1(CCC(C1)O)CCC2)OCC21CCCN1CCC2)C2=CC=CC1=CC=CC(=C21)F 7-(8-fluoro-7-(8-fluoronaphthalen-1-yl)-2-((hexahydro-1H-pyrrolizin-7a-yl)methoxy)pyrido[4,3-d]pyrimidin-4-yl)-7-azaspiro[4.5]decan-2-ol